CN(C)C(=O)[C@H]1CC[C@@H]2[C@H](C1)O2 (1S,3S,6R)-N,N-dimethyl-7-oxabicyclo[4.1.0]heptane-3-carboxamide